1-(1-Boc-piperidin-4-yl)-piperazine C(=O)(OC(C)(C)C)N1CCC(CC1)N1CCNCC1